P(=O)(O)(O)O[C@H]1[C@H]([C@@H](O[C@@H]1CO)N1C(=O)NC(=O)C=C1)F 2'-fluoro-2'-deoxyuridine 3'-monophosphate